1-(S-Methoxythien-2-yl)ethan-1-one COS1C(=CC=C1)C(C)=O